(E)-5-bromo-N-((dimethylamino)methylene)pyridinecarboxamide BrC=1C=CC(=NC1)C(=O)/N=C/N(C)C